1-bromo-3-fluoro-5-iodobenzene BrC1=CC(=CC(=C1)I)F